FC(C(=O)O)(F)F.N[C@H](CC#N)CC1=CC=C(C=C1)[N+](=O)[O-] (S)-3-amino-4-(4-nitrophenyl)butanenitrile Trifluoroacetate